(R)-7-(1-(6-(trifluoromethyl)pyridin-3-yl)piperidin-3-yl)-2-thia-7-azaspiro[3.5]nonane 2,2-dioxide FC(C1=CC=C(C=N1)N1C[C@@H](CCC1)N1CCC2(CS(C2)(=O)=O)CC1)(F)F